tert-butyl-10-methylacridine C(C)(C)(C)C1=CC=CC=2N(C3=CC=CC=C3CC12)C